(2-fluoro-6-((3-methylcyclopentyl)oxy)phenyl)methylamine FC1=C(C(=CC=C1)OC1CC(CC1)C)CN